CC1=CC=C(C=C1)S(=O)(=O)OCC(C(C)C)COS(=O)(=O)C1=CC=C(C=C1)C 3-methyl-2-{[(4-methylbenzene-1-sulfonyl)oxy]methyl}butyl 4-methylbenzene-1-sulfonate